1-methyl-4-(methylsulfinyl)benzene CC1=CC=C(C=C1)S(=O)C